4-(4-((3-Fluorophenyl)sulfonyl)-3,4-dihydro-2H-pyrido[4,3-b][1,4]oxazin-8-yl)benzonitrile FC=1C=C(C=CC1)S(=O)(=O)N1C2=C(OCC1)C(=CN=C2)C2=CC=C(C#N)C=C2